CC1(OB(OC1(C)C)C1=CC=C(C=C1)C1=CC=CC(=N1)C=1N=C2C=CC=CC2=C2C=CC=CC12)C 6-(6-(4-(4,4,5,5-tetramethyl-1,3,2-dioxaborolan-2-yl)phenyl)pyridin-2-yl)phenanthridine